tert-butyl 2-[6-[3-[[ethyl(methyl)sulfamoyl]amino]-2,6-difluoro-phenoxy]-4-oxo-quinazolin-3-yl]-7-azaspiro[3.5]nonane-7-carboxylate C(C)N(S(=O)(=O)NC=1C(=C(OC=2C=C3C(N(C=NC3=CC2)C2CC3(C2)CCN(CC3)C(=O)OC(C)(C)C)=O)C(=CC1)F)F)C